7-(4-methoxyphenyl)-1H-benzo[d]imidazole-4-carboxylic acid COC1=CC=C(C=C1)C1=CC=C(C2=C1NC=N2)C(=O)O